4-((4-nitrophenyl)sulfonyl)-1-(4-(trifluoromethyl)thiazol-2-yl)piperazin-2-one [N+](=O)([O-])C1=CC=C(C=C1)S(=O)(=O)N1CC(N(CC1)C=1SC=C(N1)C(F)(F)F)=O